C(C)(C)OC1CN(C1)C(=O)NCC1=C(C=C(C=C1)C1=NC(=NC=C1)NC1=CC=C2CCN(CC2=C1)C(=O)OC(C)(C)C)C tert-butyl 7-((4-(4-((3-isopropoxyazetidine-1-carboxamido) methyl)-3-methylphenyl) pyrimidin-2-yl) amino)-3,4-dihydroisoquinoline-2(1H)-carboxylate